CNCC=1N=NN(C1)C1=CC=NC=C1 N-methyl-1-(1-(pyridin-4-yl)-1H-1,2,3-triazol-4-yl)methanamine